CN1[C@@H]([C@@H](CCCC1)C1=CC=2C(=NC=CC2NC=2C=CC3=C(N=CS3)C2)S1)C N-(2-((2R,3R)-1,2-Dimethylazepan-3-yl)thieno[2,3-b]pyridin-4-yl)benzo[d]thiazol-5-amine